NC1=CC=C(OC2=CC=C(C=C2)NC(C)=O)C=C1 N-(4-(4-aminophenoxy)phenyl)acetamide